(4-(1-(difluoromethyl)-1H-pyrazol-4-yl)cyclohex-3-en-1-yl)carbamic acid tert-butyl ester C(C)(C)(C)OC(NC1CC=C(CC1)C=1C=NN(C1)C(F)F)=O